2,5-bis(propan-2-yl)furan-3-carboxylic acid CC(C)C=1OC(=CC1C(=O)O)C(C)C